1-(6-{[3-chloro-5-(pyrimidin-2-yl)phenyl]amino}hexyl)-2-(hydroxymethyl)piperidine-3,4,5-triol ClC=1C=C(C=C(C1)C1=NC=CC=N1)NCCCCCCN1C(C(C(C(C1)O)O)O)CO